ClC1=CC(=C(C=C1)NC(C1=CC=NC=C1)=O)[C@H](C1=CC=CC=C1)O (S)-N-(4-chloro-2-(hydroxy(phenyl)methyl)phenyl)isonicotinamide